but-3-en-2-one CC(C=C)=O